C1(CCCCC1)C(C)OC1=C(C(=O)NC2=C(C=CC=C2C)C)C=C(C(=C1)N1N=C(N(C1=O)C)C(C)O)F 2-(1-Cyclohexylethoxy)-N-(2,6-dimethylphenyl)-5-fluoro-4-[3-(1-hydroxyethyl)-4-methyl-5-oxo-4,5-dihydro-1H-1,2,4-triazol-1-yl]benzamide